tert-butyl 4-(6-(8-fluoro-2-methylimidazo[1,2-a]pyridine-6-carboximidamido)-5-methylpyridin-3-yl)-2,2-dimethylpiperazine-1-carboxylate FC=1C=2N(C=C(C1)C(NC1=C(C=C(C=N1)N1CC(N(CC1)C(=O)OC(C)(C)C)(C)C)C)=N)C=C(N2)C